(1R,3S)-3-(3-{[(4-meth-oxyphenyl)acetyl]amino}-1H-pyrazol-5-yl)cyclopentyl (cis-4-hydroxy-4-methylcyclohexyl)carbamate OC1(CCC(CC1)NC(O[C@H]1C[C@H](CC1)C1=CC(=NN1)NC(CC1=CC=C(C=C1)OC)=O)=O)C